NC(C(=O)O)CC=1C=NC2=C(C=CC=C2C1)O 2-amino-3-(8-hydroxy-3-quinolyl)propanoic acid